C(C#CC)(=O)N1[C@H](CC1)[C@@H](C)OC=1C=NC=CC1N1C=C(C=2C(NCCC21)=O)NC2=C(C(=CC=C2)F)OC {3-[(1R)-1-[(2R)-1-(but-2-ynoyl)azetidin-2-yl]ethoxy]pyridin-4-yl}-3-[(3-fluoro-2-methoxyphenyl)amino]-1H,5H,6H,7H-pyrrolo[3,2-c]pyridin-4-one